6-(1-methyl-1H-1,2,3-triazol-5-carboxamido)-7-oxohept-2-enoat CN1N=NC=C1C(=O)NC(CCC=CC(=O)[O-])C=O